ClC=1C=2C(=C(NC2C2=C(C1)CN(S(N2)(=O)=O)CC2CNCCC2)C(=O)NC)Cl 6,7-dichloro-N-methyl-3-(piperidin-3-ylmethyl)-1,3,4,9-tetrahydro-[1,2,6]thiadiazino[4,3-g]indole-8-carboxamide 2,2-dioxide